ethyl 2-(4-((tert-butoxycarbonyl)amino)-phenyl)-1,4,5,6-tetrahydropyridine-3-carboxylate C(C)(C)(C)OC(=O)NC1=CC=C(C=C1)C=1NCCCC1C(=O)OCC